C1(=CC=CC=C1)C=1C(=NC=CC1)CC1=NC=CC=C1C1=CC=CC=C1.[Pt+2] platinum(II) [bis(phenylpyridinyl)methane]